(1R,3S,4S)-N-(3-bromopropyl)-N-(4-fluorophenyl)-2-(6-methyl-4-(trifluoromethyl)pyridin-2-yl)-2-azabicyclo[2.2.1]heptane-3-carboxamide BrCCCN(C(=O)[C@H]1N([C@@H]2CC[C@H]1C2)C2=NC(=CC(=C2)C(F)(F)F)C)C2=CC=C(C=C2)F